C(C)(C)(C)C=1C=C(CSCC2=CC(=C(C(=C2)C(C)(C)C)O)C(C)(C)C)C=C(C1O)C(C)(C)C bis(3,5-di-tert-butyl-4-hydroxybenzyl) sulphide